C(C)(C)(C)OC(=O)N1CC2(CC2CC1)C1=CN(C2=NC=C3C(=C21)N(C(N3C)=O)C(C)C)S(=O)(=O)C3=CC=CC=C3 (1-isopropyl-3-methyl-2-oxo-6-(phenylsulfonyl)-1,2,3,6-tetrahydroimidazo[4,5-d]pyrrolo[2,3-b]pyridin-8-yl)-3-azabicyclo[4.1.0]heptane-3-carboxylic acid tert-butyl ester